ClC1=C(C(=CC=C1)F)C1=NOC(=C1C1=NC=CC=N1)C=1C=NN(C1C(F)(F)F)C([C@H](C)O)([2H])[2H] (S)-1-(4-(3-(2-Chloro-6-fluorophenyl)-4-(pyrimidin-2-yl)isoxazol-5-yl)-5-(trifluoromethyl)-1H-pyrazol-1-yl)propan-1,1-d2-2-ol